ClC1=CC=C(COC2=NN=C(S2)NC(=O)C=2C(=NC=CC2)C2=CC(=NC=C2)O)C=C1 N-(5-((4-chlorobenzyl)oxy)-1,3,4-thiadiazol-2-yl)-2'-hydroxy-[2,4'-bipyridine]-3-carboxamide